C1(=CC=CC=C1)S(=O)(=O)OC=1C=C(C=CC1C)NC(=O)NC1=CC(=C(C=C1)C)OS(=O)(=O)C1=CC=CC=C1 N,N'-di-[3-(benzenesulfonyloxy)-4-methyl-phenyl]urea